5-(2-((5-(2,7-diazaspiro[3.5]non-2-yl)-1,2,4-triazin-6-yl)oxy)-5-fluorophenyl)-6-cyclopropyl-2-cyanopyridine tungsten-titanium [Ti].[W].C1N(CC12CCNCC2)C=2N=CN=NC2OC2=C(C=C(C=C2)F)C=2C=CC(=NC2C2CC2)C#N